N1[C@@H](CCC1)COC=1C=C(C(=O)OC)C=CC1 methyl (S)-3-(pyrrolidin-2-ylmethoxy)benzoate